3,4-bis(benzenesulfonyl)-1,2,5-oxadiazole-2-oxide C1(=CC=CC=C1)S(=O)(=O)C1=[N+](ON=C1S(=O)(=O)C1=CC=CC=C1)[O-]